2-(6-bromo-2-chloro-7-methoxyquinolin-3-yl)pyrrolidine-1-carboxylic acid tert-butyl ester C(C)(C)(C)OC(=O)N1C(CCC1)C=1C(=NC2=CC(=C(C=C2C1)Br)OC)Cl